6-((2-(1-(cyclopropylsulfonyl)-1H-pyrazol-4-yl)pyrimidin-4-yl)amino)-4-(isopropylamino)-N-(3-((4-methylpiperazin-1-yl)methyl)-5-(trifluoromethyl)phenyl)nicotinamide C1(CC1)S(=O)(=O)N1N=CC(=C1)C1=NC=CC(=N1)NC1=NC=C(C(=O)NC2=CC(=CC(=C2)C(F)(F)F)CN2CCN(CC2)C)C(=C1)NC(C)C